[C-]#N.C(CC)[NH+]1C(=CC=C1)CC 1-Propyl-2-ethylpyrrolium cyanid